(R)-6-(4-(2-methoxyphenyl)piperidin-1-yl)-2-(5-methylpyrazin-2-yl)-2-azaspiro[3.4]octane COC1=C(C=CC=C1)C1CCN(CC1)[C@H]1CC2(CN(C2)C2=NC=C(N=C2)C)CC1